trihydroxymercaptosilane OS(O)(O)[SiH3]